O=C1NC(CC[C@@H]1N1C(C2=CC=C(C=C2C1)N1CCN(CC1)CC1CCN(CC1)C1=CC=C(C=C1)[C@H]1[C@H](CCCC2=C1C=CC(=C2)C(=O)O)C2=CC=CC=C2)=O)=O (5R,6S)-5-[4-[4-[[4-[2-[(3S)-2,6-dioxo-3-piperidyl]-1-oxo-isoindolin-5-yl]piperazin-1-yl]methyl]-1-piperidyl]phenyl]-6-phenyl-6,7,8,9-tetrahydro-5H-benzo[7]annulene-2-carboxylic acid